FC=1C(=C(C=CC1F)[C@@H]1[C@H](O[C@]([C@@H]1C)(C)C(F)F)C(=O)NC1=CC(=NC=C1)C(=O)N)OC (2S,3R,4R,5S)-4-[[3-(3,4-Difluoro-2-methoxy-phenyl)-5-(difluoromethyl)-4,5-dimethyl-tetrahydrofuran-2-carbonyl]amino]pyridin-2-carboxamid